N-(2-([1,4-Bipiperidin]-1'-yl)-5-(7'-fluoro-3'-methyl-2'-oxo-2',3'-dihydrospiro[cyclobutane-1,1'-pyrrolo[2,3-c]quinolin]-8'-yl)pyridin-3-yl)methanesulfonamide hydrochloride Cl.N1(CCCCC1)C1CCN(CC1)C1=NC=C(C=C1NS(=O)(=O)C)C1=CC=2C3=C(C=NC2C=C1F)N(C(C31CCC1)=O)C